Heptadecyl acetate C(C)(=O)OCCCCCCCCCCCCCCCCC